N1N=CC2=CC(=CC=C12)NC=1C2=C(N=CN1)SC=C2 N-(1H-indazol-5-yl)thieno[2,3-d]Pyrimidin-4-amine